ClC=1C=NN2C1N=C(C=C2N2CC1(CC1)C(C2)(F)F)Cl 3,5-dichloro-7-(7,7-difluoro-5-azaspiro[2.4]heptan-5-yl)pyrazolo[1,5-a]pyrimidine